5'-(1-(4-amino-1,3-dihydrofuro[3,4-c][1,7]naphthyridine-8-carbonyl)-5-methylpiperidin-2-yl)-7'-fluorospiro[cyclobutane-1,3'-indolin]-2'-one NC1=NC=2C=NC(=CC2C2=C1COC2)C(=O)N2C(CCC(C2)C)C=2C=C1C3(C(NC1=C(C2)F)=O)CCC3